1-methoxy-2-(methoxymethyl)-2,7-dimethyloctane COCC(CCCCC(C)C)(C)COC